O1CC(C1)NC(OC1=CC=CC=C1)=O phenyl oxetan-3-ylcarbamate